C(CCCCCCC)C1(CC1)CCCCCCCCCOC[C@H](CO)O (S)-3-((9-(1-octylcyclopropyl)nonyl)oxy)propane-1,2-diol